C(CCCCCCCCCCC)N1C([C@H](NC([C@H]1CC(C)C)=O)CC(C)C)=O (3r,6r)-1-dodecyl-3,6-diisobutylpiperazine-2,5-dione